FC1=CC=C(C=C1)C1=NOC(=N1)[C@H](C)NC(C1=NC=CC(=C1O)OC)=O (S)-N-(1-(3-(4-fluorophenyl)-1,2,4-oxadiazol-5-yl)ethyl)-3-hydroxy-4-methoxypicolinamide